CN(C1=CC(=CC=C1)[C@H]1C(CN(CC1)C1CCC(CC1)N1N=CC(=C1)C1=C(N=NC(=C1)C1=C(C=CC=C1)O)N)(F)F)[C@@H]1C(NC(CC1)=O)=O (3S)-3-[N-methyl-3-[(4S)-1-[4-[4-[3-amino-6-(2-hydroxyphenyl)pyridazin-4-yl]pyrazol-1-yl]cyclohexyl]-3,3-difluoro-4-piperidyl]anilino]piperidine-2,6-dione